ClC1=NC(=NC(=C1C)N1CCC(CC1)OC=1C=C2CCCNC2=CC1)CO (4-chloro-5-methyl-6-(4-((1,2,3,4-tetrahydroquinolin-6-yl)oxy)piperidin-1-yl)pyrimidin-2-yl)methanol